OC1=CC=C(C2=C1N=C(O2)N2CC1CCC(C2)N1C(=O)OC(C)(C)C)C1=NC=CC=C1 tert-Butyl 3-(4-hydroxy-7-(pyridin-2-yl)benzo[d]oxazol-2-yl)-3,8-diazabicyclo[3.2.1]octane-8-carboxylate